BrCC#CCOC1OCCCC1 2-(4-bromobut-2-ynyloxy)tetrahydropyran